6-Fluoro-9-methyl-2,3,4,5-tetrahydro-1H-pyrido[4,3-b]indole hydrochloride Cl.FC1=CC=C(C=2C3=C(NC12)CCNC3)C